Methyl 3-isocyanato-5-(trifluoromethyl)benzoate N(=C=O)C=1C=C(C(=O)OC)C=C(C1)C(F)(F)F